(S)-1'-(8-((2-amino-3-chloropyridin-4-yl)thio)-[1,2,4]triazolo[4,3-c]pyrimidin-5-yl)-6-fluoro-1,3-dihydrospiro[inden-2,4'-piperidin]-1-amine NC1=NC=CC(=C1Cl)SC=1C=2N(C(=NC1)N1CCC3(CC1)[C@@H](C1=CC(=CC=C1C3)F)N)C=NN2